6-chloro-7-cyclopropyl-N-[5-(2,2-difluoroethyl)-4-methoxy-pyrimidin-2-yl]-1H-indole-3-sulfonic acid amide ClC1=CC=C2C(=CNC2=C1C1CC1)S(=O)(=O)NC1=NC=C(C(=N1)OC)CC(F)F